FC(CN1C(=NC=2C1=NC(=CC2)C2=CNC=1N=C(N=C(C12)NC)N[C@H]1[C@@H](CN(CC1)C)F)C)F 5-(3-(2,2-difluoroethyl)-2-methyl-3H-imidazo[4,5-b]pyridin-5-yl)-N2-((3R,4R)-3-fluoro-1-methylpiperidin-4-yl)-N4-methyl-7H-pyrrolo[2,3-d]pyrimidine-2,4-diamine